7-((5S)-1-(4-amino-7-fluoro-1-methyl-1H-pyrazolo[4,3-c]quinoline-8-carbonyl)-5-methylpiperidin-2-yl)spiro[benzo[b][1,4]oxazine-2,1'-cyclopropan]-3(4H)-one NC1=NC=2C=C(C(=CC2C2=C1C=NN2C)C(=O)N2C(CC[C@@H](C2)C)C=2C=CC1=C(OC3(CC3)C(N1)=O)C2)F